S1C=NC=C1NC(=O)[C@@H]1CC12CCN(CC2)C(=O)OC(C(F)(F)F)C(F)(F)F 1,1,1,3,3,3-Hexafluoropropan-2-yl (R)-1-(thiazol-5-ylcarbamoyl)-6-azaspiro[2.5]octan-6-carboxylat